C(C)(C)(C)OC(=O)N1CC2=CC(=C(C=C2C1)OCCCOC=1C=C2CN(CC2=CC1OC)C(CCC(=O)OCC)=O)OC 5-(3-((2-(4-ethoxy-4-oxobutanoyl)-6-methoxyisoindolin-5-yl)oxy)propoxy)-6-methoxyisoindolin-2-carboxylic acid tert-butyl ester